2-methylpropan-2-yl 9-bromo-1,2,3,4-tetrahydrobenzo[4,5]imidazo[1,2-a]pyrazine-2-carboxylate BrC1=CC=CC2=C1N=C1N2CCN(C1)C(=O)OC(C)(C)C